(S)-(-)-4-((5-(3-Hydroxy-3-methyl-2-oxoindolin-1-yl)pyridin-3-yl)methyl)phthalazin-1(2H)-one benzenesulfonate C1(=CC=CC=C1)S(=O)(=O)O.O[C@@]1(C(N(C2=CC=CC=C12)C=1C=C(C=NC1)CC1=NNC(C2=CC=CC=C12)=O)=O)C